5-chloro-6-imino-N-[(1s,4s)-4-{[6-chloro-2-(trifluoromethyl)quinolin-4-yl]amino}cyclohexyl]-1,6-dihydropyrimidine-4-carboxamide ClC1=C(N=CNC1=N)C(=O)NC1CCC(CC1)NC1=CC(=NC2=CC=C(C=C12)Cl)C(F)(F)F